NC=1N=C(C=C2C=C(N=CC12)NC(=O)[C@H]1[C@@H](C1)C(F)(F)F)C=1C(=NN(C1C)C)C |r| (+-)-trans-N-(8-amino-6-(1,3,5-trimethyl-1H-pyrazol-4-yl)-2,7-naphthyridin-3-yl)-2-(trifluoromethyl)cyclopropanecarboxamide